ClC=1N=NC(=C2C1COCC2)C2=C(C=C(C=C2)C)OCOC 4-chloro-1-(2-(methoxymethoxy)-4-methylphenyl)-7,8-dihydro-5H-pyrano[3,4-d]pyridazine